C(#N)C=1C=C(C=NC1)COC=1C=C(C=C2CCN(CC12)CC(=O)O)OCC1=C(C(=CC=C1)C1=CC2=C(OCCO2)C=C1)C 2-(8-((5-cyanopyridin-3-yl)methoxy)-6-((3-(2,3-dihydrobenzo[b][1,4]dioxin-6-yl)-2-methylbenzyl)oxy)-3,4-dihydroisoquinolin-2(1H)-yl)acetic acid